BrC=1C(=CC2=C(C1)C=1N(N=C(C1O2)C(=O)OCC)CC2=CC=C(C=C2)OC)OC ethyl 7-bromo-6-methoxy-1-(4-methoxybenzyl)-1H-benzofuro[3,2-c]pyrazole-3-carboxylate